COC=1C=C(C=CC1)CC(=O)[O-] 3-Methoxyphenylacetate